ClC1=CC=C(C(=N1)C(=O)O)N[C@H](C)C1=NC(=CC(=C1)C)N1C(OC[C@@H]1CC=1C(=NN(C1)C)F)=O 6-Chloro-3-(((R)-1-(6-((S)-4-((3-fluoro-1-methyl-1H-pyrazol-4-yl)methyl)-2-oxooxazolidin-3-yl)-4-methylpyridin-2-yl)ethyl)amino)picolinic acid